C(C1=CC=CC=C1)OC[C@H]1OCC(CN(C1)C(=O)OC(C)(C)C)SC tert-butyl (2S)-2-[(benzyloxy)methyl]-6-(methylsulfanyl)-1,4-oxazepane-4-carboxylate